[N-](S(=O)(=O)C(F)(F)F)S(=O)(=O)C(F)(F)F.C[N+]1=CC=CC=C1 methylpyridinium bis(trifluoromethanesulfonyl)imide